ClC1=NC(=NC=C1)CNC(=O)C1CC1 N-[(4-chloropyrimidin-2-yl)methyl]cyclopropanecarboxamide